7-methyl-2-(morpholin-4-yl)-9-(1-phenylaminoethyl)-pyrido[1,2-a]-pyrimidin-4-one CC=1C=C(C=2N(C(C=C(N2)N2CCOCC2)=O)C1)C(C)NC1=CC=CC=C1